7-(3-(1-(((3r,5r,7r)-Adamantan-1-yl)methyl)-1H-pyrazol-4-yl)-6-methylpyridin-2-yl)-3-methoxycinnolin C12(CC3CC(CC(C1)C3)C2)CN2N=CC(=C2)C=2C(=NC(=CC2)C)C2=CC=C3C=C(N=NC3=C2)OC